Cl.S1N=CC=C1C=1C=CC(=C(N)C1)C=1C=NC=CC1 5-(isothiazol-5-yl)-2-(pyridin-3-yl)aniline hydrochloride salt